NC1=NC=CC=2N1C(=NC2C2CN(CCC2)C(C#CC)=O)C2=NC=C(C=C2)OC2=NC=CC(=C2)C(F)(F)F 1-(3-(5-amino-3-(5-((4-(trifluoromethyl)pyridin-2-yl)oxy)pyridin-2-yl)imidazo[1,5-c]pyrimidin-1-yl)piperidin-1-yl)but-2-yn-1-one